ClC=1C=CC(=C(C1)C1=CC(=C(N=N1)SCC1=CC=CC(O1)=O)NC1=CC(=NC=C1)NC(CCN1CCN(CC1)C)=O)F N-(4-{[6-(5-chloro-2-fluorophenyl)-3-{[(2-oxo-2H-pyran-6-yl)methyl]sulfanyl}pyridazin-4-yl]amino}pyridin-2-yl)-3-(4-methylpiperazin-1-yl)propanamide